(S)-4-(3-(4-(trifluoromethyl)thiazol-2-yloxy)pyrrolidin-1-yl)biphenyl-3-carbonitrile FC(C=1N=C(SC1)O[C@@H]1CN(CC1)C1=C(C=C(C=C1)C1=CC=CC=C1)C#N)(F)F